3-[2-(benzylsulfanyl)-1,3-thiazol-5-yl]oxetan-3-ol C(C1=CC=CC=C1)SC=1SC(=CN1)C1(COC1)O